C(C(C)C)N1CCC(CC1)N1CCC(CC1)C=1C=C(C2=C(N(C(=N2)C2=CC=C(C=C2)S(=O)(=O)C)C)C1)C 6-(1'-Isobutyl-[1,4'-bipiperidin]-4-yl)-1,4-dimethyl-2-(4-(methylsulfonyl)phenyl)-1H-benzo[d]imidazol